BrC=1C(=C(C=CC1)NC(C)=O)C(C1=C(C=CC=C1F)F)=O N-[3-bromo-2-(2,6-difluorobenzoyl)phenyl]Acetamide